[C@H]12CN(C[C@H](CC1)N2)C2=C1C(N(C(C1=C(C(=C2F)F)F)=O)C2C(NC(CC2)=O)=O)=O 4-((1R,5S)-3,8-diazabicyclo[3.2.1]octan-3-yl)-2-(2,6-dioxopiperidin-3-yl)-5,6,7-trifluoroisoindoline-1,3-dione